FC1=CC=C(CN2CCC(CC2)CCNC(C2=CC(=CC=C2)[N+](=O)[O-])=O)C=C1 N-(2-(1-(4-fluorobenzyl)piperidin-4-yl)ethyl)-3-nitrobenzamide